methylsinapic acid C/C(/C(=O)O)=C\C1=CC(OC)=C(O)C(OC)=C1